C(C1=CC=CC=C1)OC=1C=C2C(=CN(C2=CC1)C1=CC(=C(C=C1)F)C)C1CC2(CC(C2)C(=O)O)C1 6-(5-(benzyloxy)-1-(4-fluoro-3-methylphenyl)-1H-indol-3-yl)spiro[3.3]heptane-2-carboxylic acid